C(C)(C)(C)OC(=O)N1C(CC1)CC(=O)OCC (2-ethoxy-2-oxoethyl)azetidine-1-carboxylic acid tert-butyl ester